4-(2-fluoro-4-(trifluoromethyl)phenyl)-6,7-dimethyl-2-((2R,4S)-2-(1-(methyl-d3)-1H-pyrazol-4-yl)tetrahydro-2H-pyran-4-yl)pteridine FC1=C(C=CC(=C1)C(F)(F)F)C1=NC(=NC2=NC(=C(N=C12)C)C)[C@@H]1C[C@@H](OCC1)C=1C=NN(C1)C([2H])([2H])[2H]